7-Bromo-6-chloro-N-((1-(dimethylamino)cyclobutyl)methyl)-8-fluoroquinazoline BrC1=C(C=C2C=NCN(C2=C1F)CC1(CCC1)N(C)C)Cl